8-[1-(Cyclopropyl-methyl)-1H-indazol-4-yl]-7,9-difluoro-1,4,4-trimethyl-5H-[1,2,4]triazolo[4,3-a]quinoxaline C1(CC1)CN1N=CC2=C(C=CC=C12)C1=C(C=C2NC(C=3N(C2=C1F)C(=NN3)C)(C)C)F